C(C)(C)(C)OC(N[C@@H]1C=2C(=NC=CC2)CC12CCN(CC2)C2=NC(=CC(=N2)C#N)C)=O (S)-(1'-(4-cyano-6-methylpyrimidin-2-yl)-5,7-dihydrospiro[cyclopenta[b]pyridin-6,4'-piperidin]-5-yl)carbamic acid tert-butyl ester